C(C)(C)(C)OC(N[C@H]1C[C@@H](CC1)N1C(NC=2C1=C1C(=NC2)N(C=C1Br)S(=O)(=O)C1=CC=CC=C1)=O)=O tert-butyl((1R,3R)-3-(8-bromo-2-oxo-6-(phenylsulfonyl)-3,6-dihydroimidazo[4,5-d]pyrrolo[2,3-b]pyridin-1(2H)-yl)cyclopentyl)carbamate